C(CCCCCCCCCCCCCCCCC)(=O)N stearamide